7-bromo-3,4-dihydroquinolin-2-one BrC1=CC=C2CCC(NC2=C1)=O